2-amino-3-oxo-3H-phenoxazine-1,8-dicarboxylic acid di-tert-butyl ester C(C)(C)(C)OC(=O)C1=C(C(C=C2OC3=CC=C(C=C3N=C12)C(=O)OC(C)(C)C)=O)N